rel-(1R,4S)-2-(((5-(trifluoromethyl)pyridin-2-yl)methyl)amino)-2-azabicyclo[2.2.1]heptan FC(C=1C=CC(=NC1)CNN1[C@@H]2CC[C@H](C1)C2)(F)F |o1:11,14|